1-((1S,4S)-5-(4-((3-chloro-2-fluorophenyl)amino)pyrido[3,4-d]pyrimidin-6-yl)-2,5-diazabicyclo[2.2.1]heptan-2-yl)prop-2-en-1-one ClC=1C(=C(C=CC1)NC=1C2=C(N=CN1)C=NC(=C2)N2[C@@H]1CN([C@H](C2)C1)C(C=C)=O)F